3-phenoxypropionic acid O(C1=CC=CC=C1)CCC(=O)O